OC1(CCC=CCN2C(C3=CN=C(N=C3N2C=2C=CC=C1N2)S(=O)(=O)C)=O)C 16-hydroxy-16-methyl-5-methylsulfonyl-2,4,6,10,21-pentazatetracyclo[15.3.1.02,10.03,8]henicosa-1(21),3,5,7,12,17,19-heptaen-9-one